FC1=C(C=CC=C1C[C@@H]1N(CC2(CC2)[C@@H]1NS(=O)(=O)CF)C(=O)NCCOC)C1=CC=CC=C1 (6S,7S)-6-((2-fluoro-[1,1'-biphenyl]-3-yl)methyl)-7-((fluoromethyl)sulfonamido)-N-(2-methoxyethyl)-5-azaspiro[2.4]heptane-5-carboxamide